(5S,8R)-8-[(1S)-2,2-difluoro-1-hydroxy-7-(1-methyl-1H-1,2,3-triazol-4-yl)-2,3-dihydro-1H-inden-4-yl]-3,5-difluoro-5,6,7,8-tetrahydronaphthalene-1-carbonitrile FC1([C@H](C2=C(C=CC(=C2C1)[C@H]1CC[C@@H](C=2C=C(C=C(C12)C#N)F)F)C=1N=NN(C1)C)O)F